ClC1=CC=C(O[C@H](C(=O)NOCC)C)C=C1 (2S)-2-(4-chlorophenoxy)-N-ethoxypropanamide